1-(tert-butyl) 2-methyl 2-(2-chloroethyl)-4,4-difluoropyrrolidine-1,2-dicarboxylate ClCCC1(N(CC(C1)(F)F)C(=O)OC(C)(C)C)C(=O)OC